ClC=1C=C(C=CC1F)NC(=O)N1CC2=C(CC1)ON=C2C(=O)N[C@@H](C(F)F)C N5-(3-chloro-4-fluorophenyl)-N3-[(2R)-1,1-difluoropropan-2-yl]-4H,5H,6H,7H-[1,2]oxazolo[4,5-c]pyridine-3,5-dicarboxamide